ClC=1C(NN=CC1OCCN1CC2(C1)CC(C2)OC2=CC=C(C=1C(CCCC21)=O)Cl)=O 4-chloro-5-(2-(6-((4-chloro-5-oxo-5,6,7,8-tetrahydronaphthalen-1-yl)oxy)-2-azaspiro[3.3]heptan-2-yl)ethoxy)pyridazin-3(2H)-one